[N+](=O)([O-])C1=C2CCCC2=C(C=2CCCC12)N 8-nitro-1,2,3,5,6,7-hexahydro-s-indacen-4-amine